ClC=1C=C2C=NN(C2=CC1N1CCC(CC1)C1COC1)C=1C=NN(C1)C1CC1 5-chloro-1-(1-cyclopropyl-1H-pyrazol-4-yl)-6-[4-(oxetan-3-yl)piperidin-1-yl]-1H-indazole